P(O)(=O)(OP(=O)(O)OP(=O)(O)O)OC[C@@H]1[C@H](C[C@@H](O1)N1C(=O)NC(=O)C(=C1)Br)O.CC([C@H](C)NP(=O)(N)N)C (S)-((S)-3-methyl-butan-2-yl)phosphoramide 5-bromo-2'-deoxyuridine-5'-triphosphate